4-[2-[1-(4-nitrophenyl)-4-piperidinyl]ethyl]piperidine-1-carboxylic acid tert-butyl ester C(C)(C)(C)OC(=O)N1CCC(CC1)CCC1CCN(CC1)C1=CC=C(C=C1)[N+](=O)[O-]